6-(3-aminobenzyl)-2,4-dimethyl-4,6-dihydro-5H-thiazolo[4',5':4,5]pyrrolo[2,3-d]pyridazin-5-one NC=1C=C(CN2N=CC3=C(C2=O)N(C2=C3N=C(S2)C)C)C=CC1